2,6-difluoro-2-phenylpyridine FC1(NC(=CC=C1)F)C1=CC=CC=C1